4-(((R)-1-(3-acetamido-5-(trifluoromethyl) phenyl) ethyl) amino)-2,8-dimethyl-8,9-dihydrofuro[2,3-h]quinazolin-6-yl trifluoromethanesulfonate FC(S(=O)(=O)OC=1C=C2C(=NC(=NC2=C2C1OC(C2)C)C)N[C@H](C)C2=CC(=CC(=C2)C(F)(F)F)NC(C)=O)(F)F